OCCOC=1C=CC(CC1)[C@H]1OC=2C=C(C=CC2C=2CNC=3C=C(C=CC3C21)O)C(F)(F)F (5R)-5-[4-(2-Hydroxyethoxy)cyclohexa-2,4-dien-1-yl]-8-(trifluoromethyl)-11,12-dihydro-5H-chromeno[4,3-c]quinolin-2-ol